ClC(OC1=CC=C(C=C1)NC(=O)C=1C=C(C2=C(N=C3COC[C@H](N32)C)C1)C1=NC=CC(=C1)O)(F)F (R)-N-(4-(chlorodifluoromethoxy)phenyl)-6-(4-hydroxypyridin-2-yl)-4-methyl-3,4-dihydro-1H-benzo[4,5]imidazo[2,1-c][1,4]oxazine-8-carboxamide